4-(6-fluoro-2-methylpyridin-3-yl)-1H-pyrrole-2-carboxylic acid methyl ester COC(=O)C=1NC=C(C1)C=1C(=NC(=CC1)F)C